CNC1=NC=NC2=CC(=CC=C12)C=1C=C(C=CC1)NC(C=C)=O N-{3-[4-(methylamino)quinazolin-7-yl]phenyl}prop-2-enamide